N-Boc-(2S,4R)-4-hydroxyproline C(=O)(OC(C)(C)C)N1[C@@H](C[C@H](C1)O)C(=O)O